O1C=CC=C2C1=CC=C2 4-benzofuran